9,9-dimethyl-2-trifluoroacetyl-fluorene CC1(C2=CC=CC=C2C=2C=CC(=CC12)C(C(F)(F)F)=O)C